CN1CCN(CC1)C(=O)NC1=CC=C(C=C1)NC1=NC=CC(=N1)NC1=NC(=NC=C1)C1=NC(=CC=C1)C 4-methyl-N-[4-[[4-[[2-(6-methyl-2-pyridyl)pyrimidin-4-yl]amino]pyrimidin-2-yl]amino]phenyl]piperazine-1-carboxamide